methyl 1-[6-(2-methylpyrazol-3-yl)pyridazin-4-yl]-6-oxo-pyridazine-3-carboxylate CN1N=CC=C1C1=CC(=CN=N1)N1N=C(C=CC1=O)C(=O)OC